2-(1-cyclobutyl-6-acetamido-1H-1,3-benzodiazol-2-yl)-5-hydroxy-1-methyl-N-(1,2-oxazol-4-yl)-6-oxo-1,6-dihydropyrimidine-4-carboxamide C1(CCC1)N1C(=NC2=C1C=C(C=C2)NC(C)=O)C=2N(C(C(=C(N2)C(=O)NC=2C=NOC2)O)=O)C